8-((1S,3R)-3-cyano-cyclopentyl)-N-methyl-6,9-dioxo-5-(4-(trifluoromethyl)benzyl)-2,5,8-triazaspiro[3.5]-nonane-2-carboxamide C(#N)[C@H]1C[C@H](CC1)N1CC(N(C2(CN(C2)C(=O)NC)C1=O)CC1=CC=C(C=C1)C(F)(F)F)=O